5-(((trans-3-(3-cyclopropyl-4-(7-(3-hydroxycyclobutyl)quinoxalin-2-yl)-1H-pyrazol-1-yl)cyclobutyl)methyl)amino)-2-(2,6-dioxopiperidin-3-yl)isoindoline-1,3-dione C1(CC1)C1=NN(C=C1C1=NC2=CC(=CC=C2N=C1)C1CC(C1)O)[C@@H]1C[C@H](C1)CNC=1C=C2C(N(C(C2=CC1)=O)C1C(NC(CC1)=O)=O)=O